N(=C=O)C1CCC(CC1)S(=O)(=O)C1CCC(CC1)N=C=O bis(para-isocyanato-cyclohexyl)sulfone